hexanediol disalicylate C1=CC=C(C(=C1)C(=O)OCCCCCCOC(=O)C2=CC=CC=C2O)O